C(C)N(C=1N=C(C2=C(N1)C(N(C2)C(C)C)=O)NC2=CC=C(C=C2)C(C)C)CC 2-(diethylamino)-6-isopropyl-4-((4-isopropylphenyl)amino)-5,6-dihydro-7H-pyrrolo[3,4-d]pyrimidin-7-one